C(C)(=O)C=1C=CC(=CC1)OC 5-acetyl-2-methoxybenzene